methyl (1S,3aR,4S,7R,7aS)-2-(N-(tert-butoxycarbonyl)-O-cyclopropyl-L-threonyl)-2,3,3a,4,7,7a-hexahydro-1H-4,7-methanoisoindole-1-carboxylate C(C)(C)(C)OC(=O)N[C@@H]([C@H](OC1CC1)C)C(=O)N1[C@@H]([C@H]2[C@H]3C=C[C@@H]([C@H]2C1)C3)C(=O)OC